(5,5-dimethyl-1,3-dioxan-2-yl)methanol CC1(COC(OC1)CO)C